C(C)N(C(SC1[C@H](O)[C@@H](O)[C@H](O)CO1)=S)CC Xylosyl diethyldithiocarbamate